OC=1C=C(C(=O)OC)C=C(C1C)O methyl 3,5-dihydroxy-4-methylbenzoate